3-(N-(4-chloro-5-cyano-2-((1-methylcyclopentyl)oxy)phenyl)sulfamoyl)-4-cyclopropylbenzoic acid ClC1=CC(=C(C=C1C#N)NS(=O)(=O)C=1C=C(C(=O)O)C=CC1C1CC1)OC1(CCCC1)C